C(C1=CC=CC=C1)OC(=O)NCCCC[C@H](N(CC(NCCO[C@H]1[C@@H](O)[C@H](O)[C@H](O)[C@@H](O1)C)=O)CC(=O)NCCO[C@H]1[C@@H](O)[C@H](O)[C@H](O)[C@@H](O1)C)C(=O)NCCO[C@H]1[C@@H](O)[C@H](O)[C@H](O)[C@@H](O1)C N6-[(benzyloxy)carbonyl]-N-[2-(α-L-fucopyranosyloxy)ethyl]-N2,N2-bis[2-({2-[(α-L-fucopyranosyl)oxy]ethyl}amino)-2-oxoethyl]-L-lysinamide